[NH4+].CN1CNCC=C1 tetrahydromethyl-pyrimidine ammonium